C1([C@@H](O)[C@H](O)[C@H](O)[C@@H](O1)C)[C@@]1([C@H](O[C@H]2[C@@H]([C@H](C(O)O[C@@H]2CO)O)O)O[C@@H]([C@@H]([C@@H]1O)O)CO)O L-2'-fucosyllactose